C(C(C)(C)C)C=1C(C2=CC=CC=C2C1)[Li] 2-neopentyl-indenyl-lithium